Methyl-dichlorsilan C[SiH](Cl)Cl